CC1=CC(=CS1)C=1CCN(CC1)CC=1C=C2CN(C(C2=CC1)=O)C1C(NC(CC1)=O)=O 3-(5-((4-(5-methylthiophen-3-yl)-3,6-dihydropyridin-1(2H)-yl)methyl)-1-oxoisoindolin-2-yl)piperidine-2,6-dione